1-(8-(4-(1-cyclopropyl-2-(4-(methylsulfonyl)phenyl)-1H-pyrrolo[3,2-c]pyridin-6-yl)benzyl)-3,8-diazabicyclo[3.2.1]oct-3-yl)-2-methylpropan-2-ol C1(CC1)N1C(=CC=2C=NC(=CC21)C2=CC=C(CN1C3CN(CC1CC3)CC(C)(O)C)C=C2)C2=CC=C(C=C2)S(=O)(=O)C